C1(CC1)C1=CC(=NN1)NC1=NC(=NC2=CC=CC=C12)N1CCN(CC1)C N-(5-cyclopropyl-1H-pyrazol-3-yl)-2-(4-methylpiperazin-1-yl)quinazolin-4-amine